N1C=NC(=C1)C1=CC=C(C#N)C=C1 4-(1H-imidazol-4-yl)benzonitrile